BrC1=C2N(CC(NC2=CC=C1)=O)C 5-bromo-4-methyl-3,4-dihydroquinoxalin-2(1H)-one